[C@H]12CN(C[C@H](CC1)N2)C=2C=CC(=C(C(=O)N[C@H](C)C1=CC(=CC(=C1)OC)O)C2)C 5-[(1R,5S)-3,8-Diazabicyclo[3.2.1]octan-3-yl]-N-[(1R)-1-(3-hydroxy-5-methoxy-phenyl)ethyl]-2-methyl-benzamide